C(NN)(=O)OCCCC Butyl Carbazate